OC1(CC(C1)C=O)C ((cis)-3-hydroxy-3-Methylcyclobutyl)methanone